3-o-tolyl-thiazolidin-4-on C1(=C(C=CC=C1)N1CSCC1=O)C